(4-(3-Aminobutoxy)-5-nitropyridin-2-yl)(morpholinyl)methanone NC(CCOC1=CC(=NC=C1[N+](=O)[O-])C(=O)N1CCOCC1)C